2-[2-(4-hydroxypiperidin-1-yl)-5-[(7-{8-methyl-1H,2H,3H-pyrido[2,3-b][1,4]oxazin-7-yl}-5H,6H,7H,8H-pyrido[3,4-d]pyrimidin-2-yl)amino]phenyl]acetonitrile OC1CCN(CC1)C1=C(C=C(C=C1)NC=1N=CC2=C(N1)CN(CC2)C2=C(C1=C(OCCN1)N=C2)C)CC#N